C(C=C)(=O)OCC1=CC=CC=C1 mono(benzyl) acrylate